O=C1CN(CCN1)C(=O)[O-] 3-oxopiperazine-1-formate